C(C)(C)(C)OC(=O)N1CCC(CC1)(O)C1=CC=C2C(C=3N(C=4C=CC=C(C4C(N3)=O)Cl)C2=C1)(C)C.N1=C(C=CC=C1)C1CCCCCCC1 pyridinyl-cyclooctane tert-butyl-4-(4-chloro-7,7-dimethyl-5-oxo-5,7-dihydroindolo[1,2-a]quinazolin-10-yl)-4-hydroxypiperidine-1-carboxylate